CNCC1=NC=CC(=N1)NC1=CNC2=CC=CC=C12 N-(2-((methylamino)methyl)pyrimidin-4-yl)-1H-indol-3-amine